F[C@@H]1C[C@H](N(C1)C(CCC=1C=C2C(=NC1)NC=C2)=O)C(=O)N[C@H](C2=CC=C(C=C2)C(C)C)C2=CC=CC=C2 (2S,4R)-4-fluoro-N-[(S)-phenyl[4-(propan-2-yl)phenyl]methyl]-1-(3-{1H-pyrrolo[2,3-b]pyridin-5-yl}propanoyl)pyrrolidine-2-carboxamide